2,4-diphenyl-6-[3-(triphenylsilyl)phenyl]-1,3,5-triazin C1(=CC=CC=C1)C1=NC(=NC(=N1)C1=CC=CC=C1)C1=CC(=CC=C1)[Si](C1=CC=CC=C1)(C1=CC=CC=C1)C1=CC=CC=C1